methyl 1-[1-[4-[2-(2-amino-3-pyridyl)-5-phenyl-imidazo[4,5-b]pyridin-3-yl]phenyl]ethyl]pyrrolidine-3-carboxylate NC1=NC=CC=C1C1=NC=2C(=NC(=CC2)C2=CC=CC=C2)N1C1=CC=C(C=C1)C(C)N1CC(CC1)C(=O)OC